O1CCOC12CCC(CC2)N2CCOC1=C2C=CC=C1Cl 4-{1,4-dioxaspiro[4.5]decan-8-yl}-8-chloro-3,4-dihydro-2H-1,4-benzoxazine